CC1=CC=CC(=N1)[C@@H]1CNC(CO1)([2H])[2H] (S)-2-(6-methylpyridin-2-yl)morpholin-5,5-d2